N-(2-Cyclopropyl-4-methyl-5-oxo-5,6,7,8-tetrahydro-4H-pyrazolo[1,5-a][1,3]diazepin-6-yl)-1-((tetrahydro-2H-pyran-4-yl)methyl)-1H-1,2,4-triazol-3-carboxamid C1(CC1)C1=NN2C(N(C(C(CC2)NC(=O)C2=NN(C=N2)CC2CCOCC2)=O)C)=C1